NC=1C=2N(C(=C(N1)C=1C=C(C#N)C=CC1)Br)N=C(N2)CC2=NC=CC=C2 3-(8-amino-5-bromo-2-(pyridin-2-ylmethyl)-[1,2,4]Triazolo[1,5-a]Pyrazin-6-yl)benzonitrile